4,6-dibromo-2-(2-methoxyethoxy)pyrimidine tert-butyl-3-(3-amino-2,5,6-trifluorophenoxy)-2-methyl-6-nitrobenzoate C(C)(C)(C)OC(C1=C(C(=CC=C1[N+](=O)[O-])OC1=C(C(=CC(=C1F)F)N)F)C)=O.BrC1=NC(=NC(=C1)Br)OCCOC